FC1(CCC12CN(C2)C2=CC=C(C=C2)C(=O)N2CCN(CC2)C=2OC=1C(=NC(=CC1)C)N2)F [4-(7,7-Difluoro-2-azaspiro[3.3]heptan-2-yl)phenyl]-[4-(5-methyloxazolo[4,5-b]pyridin-2-yl)piperazin-1-yl]methanon